(+)-arginine hydrochloride Cl.N[C@@H](CCCNC(N)=N)C(=O)O